[6-[3-(3,3-difluorocyclobutyl)-1H-1,2,4-triazol-5-yl]-2-azaspiro[3.3]heptan-2-yl]-[6-[[3-(trifluoromethyl)isothiazol-5-yl]methyl]-2,6-diazaspiro[3.3]heptan-2-yl]methanone FC1(CC(C1)C1=NNC(=N1)C1CC2(CN(C2)C(=O)N2CC3(C2)CN(C3)CC3=CC(=NS3)C(F)(F)F)C1)F